2-(1-(1-(cis-4-(tert-butyl)cyclohexyl) piperidin-4-yl)-3-(methylsulfonamido methyl)-1H-indol-2-yl)ethyl carbamate C(N)(OCCC=1N(C2=CC=CC=C2C1CNS(=O)(=O)C)C1CCN(CC1)[C@@H]1CC[C@@H](CC1)C(C)(C)C)=O